C(C)(C)(C)[Si](OCCC=1SC=CC1)(C)C tert-butyldimethyl-(2-(thien-2-yl)ethoxy)silane